allyl-propoxysilane C(C=C)[SiH2]OCCC